N[C@H](CCC(=O)N[C@@H](CCCCN)C(=O)O)C(=O)O D-γ-glutamyl-L-lysine